3-(heptafluoroisopropoxy)propyl-trimethoxysilane methyl-P-(4-bromophenyl)-N,N-diisobutylphosphonamidate COP(=O)(N(CC(C)C)CC(C)C)C1=CC=C(C=C1)Br.FC(C(C(F)(F)F)(OCCC[Si](OC)(OC)OC)F)(F)F